butyryl-amide C(CCC)(=O)[NH-]